CN1N=CC=2C=NC(=CC21)NC2CCOCC2 methyl-N-(tetrahydro-2H-pyran-4-yl)-1H-pyrazolo[4,3-c]pyridin-6-amine